ethyl 2-[5'-fluoro-1'-methyl-3-(piperidin-4-yl)-[4,6'-biindazol]-1-yl]acetate FC=1C=C2C=NN(C2=CC1C=1C=2C(=NN(C2C=CC1)CC(=O)OCC)C1CCNCC1)C